(S)-quinuclidin-3-yl (7-(6-(cyclopropylmethoxy)pyridin-3-yl)chroman-4-yl)carbamate C1(CC1)COC1=CC=C(C=N1)C1=CC=C2C(CCOC2=C1)NC(O[C@@H]1CN2CCC1CC2)=O